S-(2-((5-((4-(2-fluoro-4-(1-((4-fluorophenyl)carbamoyl)cyclopropane-1-carboxamido)phenoxy)-6-methoxyquinolin-7-yl)oxy)pentyl)amino)-2-oxo-ethyl)-(S)-2-amino-3-methylthiobutyrate FC1=C(OC2=CC=NC3=CC(=C(C=C23)OC)OCCCCCNC(CS=C([C@H](C(C)C)N)[O-])=O)C=CC(=C1)NC(=O)C1(CC1)C(NC1=CC=C(C=C1)F)=O